OCC(CN1C(C=CC2=C1N=C(N=C2)N[C@@H](C)C2=CC=C(C=C2)C2=CSC=C2)=O)(C)C 8-(3-hydroxy-2,2-dimethylpropyl)-2-({(1S)-1-[4-(thiophen-3-yl)phenyl]ethyl}amino)pyrido[2,3-d]pyrimidin-7(8H)-one